ClC1=CC2=C(C3(COC24CCNCC4)CC3)S1C(=O)OC(C)(C)C tert-butyl 2'-chloro-6'H-dispiro[cyclopropane-1,7'-thieno[3,2-C]pyran-4',4''-piperidine]-1'-carboxylate